C(=CC1=CC=CC=C1)\C\1=C(/C(=O)OC1=O)\C styrene-mesaconic anhydride